N1CC2(CCC1)OCC=1C(NC=CC12)=O 3,5-dihydro-4H-spiro[furo[3,4-c]pyridin-1,3'-piperidin]-4-one